8,10,12-octadecatrienoic acid C(CCCCCCC=CC=CC=CCCCCC)(=O)O